1-(3-((4-fluorophenyl)ethynyl)-4-iodophenyl)-3-(2-(pyridin-3-yl)ethyl)urea FC1=CC=C(C=C1)C#CC=1C=C(C=CC1I)NC(=O)NCCC=1C=NC=CC1